S-(3-((tert-butoxycarbonyl) amino)benzyl) ethanethioate C(C)(SCC1=CC(=CC=C1)NC(=O)OC(C)(C)C)=O